C(C=C)(=O)N1[C@H](CN(C[C@H]1C)C1=NC(N2C3=C(C(=C(C=C13)C(F)(F)F)C1=CC=C(C=C1)F)SC[C@@H]2COCC)=O)C (S)-7-((3S,5R)-4-acryloyl-3,5-dimethylpiperazin-1-yl)-3-(ethoxymethyl)-10-(4-fluorophenyl)-9-(trifluoromethyl)-2,3-dihydro-5H-[1,4]thiazino[2,3,4-ij]quinazolin-5-one